2-((3aR,5r,6aS)-5-hydroxy-5-(3-methoxybenzyl)hexahydrocyclopenta[c]pyrrol-2(1H)-yl)-1-(5-hydroxypyridin-2-yl)ethanone OC1(C[C@@H]2[C@@H](CN(C2)CC(=O)C2=NC=C(C=C2)O)C1)CC1=CC(=CC=C1)OC